4-[[(2r,3s,4s,5r)-3-(3,4-difluoro-2-hydroxy-phenyl)-4,5-dimethyl-5-(trifluoromethyl)tetrahydrofuran-2-carbonyl]amino]pyridine-2-carboxylic acid methyl ester COC(=O)C1=NC=CC(=C1)NC(=O)[C@@H]1O[C@]([C@H]([C@H]1C1=C(C(=C(C=C1)F)F)O)C)(C(F)(F)F)C